[(1S,2S,4Z,6R)-8-oxo-7-oxabicyclo[4.2.2]dec-4-en-2-yl]carbamate O=C1O[C@H]2\C=C/C[C@@H]([C@@H]1CC2)NC([O-])=O